[OH-].C(C)(C)(C)[PH3+] t-butylphosphonium hydroxide